S1N=CC2=C1C=CC=C2 benzisothiazolin